2-(3-methoxyphenyl)-N-(2'-(4-methylpiperazin-1-yl)-[3,4'-bipyridin]-6-yl)acetamide COC=1C=C(C=CC1)CC(=O)NC1=CC=C(C=N1)C1=CC(=NC=C1)N1CCN(CC1)C